COC=1C=C2C=CC(=CC2=CC1)C=1N=C(NC1C1=CC=NC=C1)C1=CC=C(C=C1)S(=O)C 4-[4-(6-methoxy-2-naphthalenyl)-2-[4-(methylsulfinyl)phenyl]-1H-imidazol-5-yl]-pyridine